4-[3-[2,6-Dichloro-4-[(2R)-3,3-dimethoxy-2-methylazetidin-1-yl]benzoyl]-2,4-dihydro-1,3-benzoxazin-8-yl]-5-fluoro-2-(3-oxa-8-azabicyclo[3.2.1]octan-8-yl)benzoic acid ClC1=C(C(=O)N2COC3=C(C2)C=CC=C3C3=CC(=C(C(=O)O)C=C3F)N3C2COCC3CC2)C(=CC(=C1)N1[C@@H](C(C1)(OC)OC)C)Cl